tert-butyl (2S,4R)-4-(2,3-dichloro-6-methoxyphenyl)-2-[2-[(2-methoxy-2-oxoethyl)amino]ethyl]pyrrolidine-1-carboxylate ClC1=C(C(=CC=C1Cl)OC)[C@H]1C[C@H](N(C1)C(=O)OC(C)(C)C)CCNCC(=O)OC